trans-4-amino-N-(6-bromo-3-isoquinolinyl)cyclohexanecarboxamide N[C@@H]1CC[C@H](CC1)C(=O)NC=1N=CC2=CC=C(C=C2C1)Br